(S)-3-(3-chloro-4-fluorophenyl)-1-isobutyl-1-(5-oxo-2,3,4,5-tetrahydro-1H-cyclopenta[c]isoquinolin-1-yl)urea ClC=1C=C(C=CC1F)NC(N([C@H]1CCC=2NC(C=3C=CC=CC3C21)=O)CC(C)C)=O